1-Methyl-6-pyrazinyl-indole-2-carboxamide CN1C(=CC2=CC=C(C=C12)C1=NC=CN=C1)C(=O)N